FC1=C(CN2N(C3=CC(=CC(=C3C2=O)Cl)C(=O)O)C[C@H]2OCC2)C=C(C(=C1)C1=NC(=CC=C1)OCC=1SC(=CN1)C(F)(F)F)F (S)-2-(2,5-difluoro-4-(6-((5-(trifluoromethyl)thiazol-2-yl)methoxy)pyridin-2-yl)-benzyl)-4-chloro-1-((oxetan-2-yl)methyl)-3-oxo-2,3-dihydro-1H-indazole-6-carboxylic acid